(7S)-2-(((1-((3,5-dimethylisoxazol-4-yl)methyl)-1H-pyrazol-4-yl)methyl)amino)-4,7,8-trimethyl-7,8-dihydropteridin-6(5H)-one CC1=NOC(=C1CN1N=CC(=C1)CNC1=NC=2N([C@H](C(NC2C(=N1)C)=O)C)C)C